2-[4-[7-(3-fluoro-2-methoxy-phenyl)-2-[[(2S)-1-methylpyrrolidin-2-yl]methoxy]-6,8-dihydro-5H-pyrido[3,4-d]pyrimidin-4-yl]-1-prop-2-enoyl-piperazin-2-yl]acetonitrile FC=1C(=C(C=CC1)N1CC=2N=C(N=C(C2CC1)N1CC(N(CC1)C(C=C)=O)CC#N)OC[C@H]1N(CCC1)C)OC